N1N=CC=2C1=NC=C(C2)N2CC1(C2)CC(C1)NC(=O)NC1=NC=C(C=C1)C(F)(F)F 1-(2-(1H-pyrazolo[3,4-b]pyridin-5-yl)-2-azaspiro[3.3]heptan-6-yl)-3-(5-(trifluoromethyl)pyridin-2-yl)urea